C(C1=CC=CC=C1)S(=O)NC(C1=C(C=C(C=C1)C1=NOC(C1)(C(F)(F)F)C1=CC(=C(C(=C1)Cl)F)Cl)C)=O N-(benzylsulfinyl)-4-(5-(3,5-dichloro-4-fluorophenyl)-5-(trifluoromethyl)-4,5-dihydroisoxazol-3-yl)-2-methylbenzamide